CC1(C(C(CC1)=O)C)CC(=O)OC methyl (1,2-dimethyl-3-oxocyclopentyl)acetate